trans-4-((4-(2-Ethyloxazol-4-yl)pyridin-2-yl)((trans-4-(5-methoxy-6-methylpyridin-2-yl)cyclohexyl)methyl)carbamoyl)cyclohexyl (2-hydroxyethyl)carbamate OCCNC(O[C@@H]1CC[C@H](CC1)C(N(C[C@@H]1CC[C@H](CC1)C1=NC(=C(C=C1)OC)C)C1=NC=CC(=C1)C=1N=C(OC1)CC)=O)=O